ClCC(=O)NC1=C(C=CC(=C1)C)COCC1=C(C(=C(C(=C1F)F)F)F)F 2-chloro-N-(5-methyl-2-(((perfluorophenyl)methoxy)methyl)phenyl)acetamide